3-fluoro-N-(4-(1-sulfamoyl-1,2,3,6-tetrahydropyridin-4-yl)phenyl)-5,7-dihydro-6H-pyrrolo[3,4-b]pyridine-6-carboxamide FC=1C=C2C(=NC1)CN(C2)C(=O)NC2=CC=C(C=C2)C=2CCN(CC2)S(N)(=O)=O